N-(3,5-bistrifluoromethylphenyl)-5-chloro-2-hydroxybenzamide FC(C=1C=C(C=C(C1)C(F)(F)F)NC(C1=C(C=CC(=C1)Cl)O)=O)(F)F